6-selenocyanooxyethoxybenzamide [Se](C#N)OCCOC1=CC=CC=C1C(=O)N